2,3,4,5,6-pentachlorobenzoic acid ClC1=C(C(=O)O)C(=C(C(=C1Cl)Cl)Cl)Cl